C(C)OC(=O)C1=CNC=2C1=NC(=CC2)C2OCCO2 5-(1,3-Dioxolan-2-yl)-1H-pyrrolo[3,2-b]pyridine-3-carboxylic acid ethyl ester